C(C)OC(=O)C1C2CC(CC12)OC 3-Methoxybicyclo[3.1.0]hexane-6-carboxylic acid ethyl ester